2-[(4-isocyanatophenyl)thio]phenylisocyanate N(=C=O)C1=CC=C(C=C1)SC1=C(C=CC=C1)N=C=O